C(C1=CC=CC=C1)(=O)O.C(C1=CC=CC=C1)(=O)O.OC1=CC=C(C=C1)C(C)(C)C1=CC=C(C=C1)O bisphenol-a dibenzoate